(3R,4S)-4-amino-3-(3-boronopropyl)piperidine-4-carboxylic acid N[C@@]1([C@@H](CNCC1)CCCB(O)O)C(=O)O